1,4-Dimethyl-2-(1-phenylethyl)benzene CC1=C(C=C(C=C1)C)C(C)C1=CC=CC=C1